tert-butyl 4-(3-bromo-4-methoxycarbonyl-phenyl)-3-hydroxy-piperidine-1-carboxylate BrC=1C=C(C=CC1C(=O)OC)C1C(CN(CC1)C(=O)OC(C)(C)C)O